4-isobutyl-2-(4-((3-oxo-3,4-dihydroquinoxalin-2-yl)methyl)piperazin-1-yl)benzonitrile C(C(C)C)C1=CC(=C(C#N)C=C1)N1CCN(CC1)CC1=NC2=CC=CC=C2NC1=O